8-Benzyl-6-(2-fluorophenyl)-2-((5-methylfuran-2-yl)methyl)imidazo[1,2-a]pyrazin-3(7H)-on C(C1=CC=CC=C1)C1=C2N(C=C(N1)C1=C(C=CC=C1)F)C(C(=N2)CC=2OC(=CC2)C)=O